C(C)(C)(C)OC(=O)N1C[C@@H](CCCC1)OC=1C=C2CN(C(C2=CC1)=O)C1C(N(C(CC1)=O)COCC[Si](C)(C)C)=O.C1(CC1)COC(C=1C=C(N)C=CC1)C1=CC=CC=C1 (-)-3-((cyclopropylmethoxy)(phenyl)methyl)aniline tert-butyl-(3R)-3-((2-(2,6-dioxo-1-((2-(trimethylsilyl)ethoxy)methyl)piperidin-3-yl)-1-oxoisoindolin-5-yl)oxy)azepane-1-carboxylate